8-Benzyl-6-(3-fluorophenyl)-2-((5-methylfuran-2-yl)methyl)imidazo[1,2-a]pyrazin-3(7H)-on C(C1=CC=CC=C1)C1=C2N(C=C(N1)C1=CC(=CC=C1)F)C(C(=N2)CC=2OC(=CC2)C)=O